Cl.Cl.Cl.O1CCN(CC1)CCNC1=C(C=CC=C1)N1CCCCC1 (2-morpholinoethyl)-2-(piperidin-1-yl)aniline trihydrochloride